1-(2-((2-chloro-4-fluorophenyl)amino)-5-methyl-pyrimidin-4-yl)-N-(1-(3-chlorophenyl)-2-hydroxy-ethyl)-1H-pyrazole-4-carboxamide ClC1=C(C=CC(=C1)F)NC1=NC=C(C(=N1)N1N=CC(=C1)C(=O)NC(CO)C1=CC(=CC=C1)Cl)C